5-(4-chlorobenzyl)-4-(ethylsulfanyl)-2,6-dioxo-5,6-dihydro-1,3,5-triazine ClC1=CC=C(CN2C(=NC(NC2=O)=O)SCC)C=C1